CS(=O)(=NCC1C(NCCC1)C)C dimethyl-[(2-methyl-3-piperidyl)methylimino]-oxo-λ6-sulfane